O=C1NC(CCC1N1C(C2=CC=C(C=C2C1)CNC(C(C1=C(C(=CC=C1)F)C)(F)F)=O)=O)=O N-((2-(2,6-dioxopiperidin-3-yl)-1-oxoisoindolin-5-yl)methyl)-2,2-difluoro-2-(3-fluoro-2-methylphenyl)acetamide